3-hydroxybenzyl-tris(4-vinylphenyl)phosphine bromide [Br-].OC=1C=C(CP(C2=CC=C(C=C2)C=C)(C2=CC=C(C=C2)C=C)C2=CC=C(C=C2)C=C)C=CC1